FC(F)(F)NC1=CC=C(C=C1)C1=CC(=NN1)NC1=CC=C(C=C1)O 4-((5-(4-((trifluoromethyl)amino)phenyl)-1H-pyrazol-3-yl)amino)phenol